COC1=C(C=C2C=NC=NC2=C1)OC(=O)N1[C@@H](CN(CC1)C)C 7-methoxyquinazolin-6-yl-(R)-2,4-dimethylpiperazine-1-carboxylate